3-chloro-5-(1-isobutyl-1H-pyrazol-4-yl)-4-methylpicolinonitrile ClC=1C(=NC=C(C1C)C=1C=NN(C1)CC(C)C)C#N